N-(4-fluorobenzyl)p-toluenesulfonamide methyl-5-formyl-1-(pyridin-2-yl)-1H-pyrrole-3-carboxylate COC(=O)C1=CN(C(=C1)C=O)C1=NC=CC=C1.FC1=CC=C(CNS(=O)(=O)C2=CC=C(C)C=C2)C=C1